ClC1=CC(=C(C=C1)[C@@]1(OC2=C(C=CC=C2C=C1)C1CCN(CC1)CC1=NC2=C(C=NC(=C2)N2C(=NN=C2)C(=O)N)N1C[C@H]1OCC1)C)F (2-((4-((R)-2-(4-chloro-2-fluorophenyl)-2-methyl-2H-chromen-8-yl)piperidin-1-yl)methyl)-3-(((S)-oxetan-2-yl)methyl)-3H-imidazo[4,5-c]pyridin-6-yl)-4H-1,2,4-triazole-3-carboxamide